C(C)(C)(C)OC(=O)N1CC=2N=C(N=C(C2CC1)N1CC2CCC(C1)N2C(=O)OCC2=CC=CC=C2)OCC21CCCN1CCC2 benzyl 3-{7-[(tert-butoxy) carbonyl]-2-[(hexahydro-1H-pyrrolizin-7a-yl) methoxy]-5H,6H,7H,8H-pyrido[3,4-d]pyrimidin-4-yl}-3,8-diazabicyclo[3.2.1]octane-8-carboxylate